FC1=CC2=C(N(N=C2C(=C1)N[C@H]1[C@H](CN(CC1)C)F)C1=NOC(=N1)CNC(=O)C1CC1)CC(F)(F)F N-((3-(5-fluoro-7-(((3S,4R)-3-fluoro-1-methylpiperidin-4-yl)amino)-3-(2,2,2-trifluoroethyl)-2H-indazol-2-yl)-1,2,4-oxadiazol-5-yl)methyl)cyclopropanecarboxamide